COC1=NC(=CC=C1NC1=NC2=C(C=CC=C2C=N1)C=1C=C(C=CC1)NC(C=C)=O)N1CCNCC1 N-(3-(2-((2-methoxy-6-(piperazin-1-yl)pyridin-3-yl)amino)quinazolin-8-yl)phenyl)acrylamide